6-chloro-N-(4,4-difluorocyclohexyl)-5-methoxy-2-(4-methylthiazol-2-yl)pyrimidin-4-amine ClC1=C(C(=NC(=N1)C=1SC=C(N1)C)NC1CCC(CC1)(F)F)OC